N-(2-methoxyethyl)benzenesulfonamide COCCNS(=O)(=O)C1=CC=CC=C1